FC(C1=CC=C2C(=CC=NC2=C1)NC1=C(C=C(C=C1)C(=O)N1CC(C1)OC)OC)F (4-((7-(difluoromethyl)quinolin-4-yl)amino)-3-methoxyphenyl)(3-methoxyazetidin-1-yl)methanone